C(#N)C1=CC=C(C=C1)C1=CC(=C(C=C1)C(=O)O)F 4'-cyano-3-fluorobiphenyl-4-carboxylic acid